C(C)[C@H]1[C@H]([C@H]2[C@@H]3CC[C@H]([C@@H](CCC(=O)O)C)[C@]3(CC[C@@H]2[C@]2(CCCC[C@@H]12)C)C)O 6α-ethyl-7α-hydroxy-5β-cholan-24-oic acid